N-arachidoyl-tryptophan C(CCCCCCCCCCCCCCCCCCC)(=O)N[C@@H](CC1=CNC2=CC=CC=C12)C(=O)O